C(C)(C)(C)OC(=O)N1CC2(C1)CN(C2)C2=NC1=CC=CC=C1C=C2 6-(quinolin-2-yl)-2,6-diazaspiro[3.3]heptane-2-carboxylic acid tert-butyl ester